5-(piperidin-4-yl)pyridin-2-amine dihydrochloride Cl.Cl.N1CCC(CC1)C=1C=CC(=NC1)N